CC1=C(N=C(S1)C(=O)O)C=1C=C2CCN(C2=CC1)C(=O)C1=CN=CN1C 5-methyl-4-(1-(1-methyl-1H-imidazole-5-carbonyl)indolin-5-yl)thiazole-2-carboxylic acid